O[C@H]([C@@H](C)S(=O)(=O)N)CC=C (2R,3S)-3-HYDROXYHEX-5-ENE-2-SULFONAMIDE